carboxyazole C(=O)(O)C=1NC=CC1